N-[2-(pyridin-2-yl)ethyl]azetidine-3-carboxamide hydrochloride Cl.N1=C(C=CC=C1)CCNC(=O)C1CNC1